N-[(6-bromopyridin-3-yl)(4,5-dichloro-2-hydroxyphenyl)methyl]acetamide BrC1=CC=C(C=N1)C(NC(C)=O)C1=C(C=C(C(=C1)Cl)Cl)O